BrC1=CC2=C(N(C(=N2)C(C)(C)O)C2CC(C2)(O)C)C(=C1)C(F)(F)F (cis)-3-(5-bromo-2-(2-hydroxypropan-2-yl)-7-(trifluoromethyl)-1H-benzo[d]imidazol-1-yl)-1-methylcyclobutan-1-ol